ClC1=CC=C(C(=N1)C(=O)O)NC(C)C1=CC(=CC=2C=3N(C(=NC12)N1CCC(CC1)(F)F)C=C(N3)C(F)(F)F)C 6-chloro-3-((1-(5-(4,4-difluoropiperidin-1-yl)-9-methyl-2-(trifluoromethyl)imidazo[1,2-c]quinazolin-7-yl)ethyl)amino)picolinic acid